CN(C/C=C/C(=O)N1CC(C1)(OC)CN1CCC(CC1)N1N=CC(=C1C)C=1C=C(C=2N(C1)N=CC2C#N)OC)C (E)-6-(1-(1-((1-(4-(dimethylamino)but-2-enoyl)-3-methoxyazetidin-3-yl)methyl)piperidin-4-yl)-5-methyl-1H-pyrazol-4-yl)-4-methoxypyrazolo[1,5-a]pyridine-3-carbonitrile